5-amino-2-(trifluoromethyl)pyridine (6-decanamido-caproyl)oxybenzenesulfonate C(CCCCCCCCC)(=O)NCCCCCC(=O)OC1=C(C=CC=C1)S(=O)(=O)O.NC=1C=CC(=NC1)C(F)(F)F